n-butyl-2-(1-ethylpentyl)1,3-oxazolidine C(CCC)C1(OCCN1)C(CCCC)CC